magnesium adenosine 5'-triphosphate P([O-])(=O)(OP(=O)([O-])OP(=O)([O-])[O-])OC[C@@H]1[C@H]([C@H]([C@@H](O1)N1C=NC=2C(N)=NC=NC12)O)O.[Mg+2].[Mg+2]